ClC=1C=CC(=NC1)[C@@H]1[C@H](C1)C=1C=2N(N=C(C1)C=1C(NC(NC1)=O)=O)N=CN2 5-(8-((1S,2S)-2-(5-chloropyridin-2-yl)cyclopropyl)-[1,2,4]triazolo[1,5-b]pyridazin-6-yl)pyrimidine-2,4(1H,3H)-dione